C(C1=CC=CC=C1)OC(=O)NC(C(=O)O)C(F)(F)F 2-(benzyloxycarbonylamino)-3,3,3-trifluoropropionic acid